C(C1=CC=CC=C1)S(=O)(=O)N1CC(C(CC1)(O)C1=CC(=CC=C1)O)CN(C([2H])([2H])[2H])C([2H])([2H])[2H] 1-(benzylsulfonyl)-3-((bis(methyl-d3)amino)methyl)-4-(3-hydroxyphenyl)piperidin-4-ol